1-(8-bromo-5-chloro-4-methoxy-2-(((5-methylisoxazol-3-yl)methyl)sulfinyl)quinolin-3-yl)-2-methylpropan-1-one BrC=1C=CC(=C2C(=C(C(=NC12)S(=O)CC1=NOC(=C1)C)C(C(C)C)=O)OC)Cl